ethyl 5-[6-(4,4-difluoro-1-methylcyclohexyl)-5-fluoropyridin-3-yl]-1,2-oxazole-3-carboxylate Ethyl-4-[6-(4,4-difluoro-1-methylcyclohexyl)-5-fluoropyridin-3-yl]-2,4-dioxobutanoate C(C)OC(C(CC(=O)C=1C=NC(=C(C1)F)C1(CCC(CC1)(F)F)C)=O)=O.FC1(CCC(CC1)(C)C1=C(C=C(C=N1)C1=CC(=NO1)C(=O)OCC)F)F